2-[7-(3-oxa-9-azabicyclo[3.3.1]non-6-en-7-yl)thieno[3,2-c]pyridazin-3-yl]-5-(1H-pyrazol-4-yl)phenol hydrochloride Cl.C12COCC(C=C(C1)C1=CSC3=C1N=NC(=C3)C3=C(C=C(C=C3)C=3C=NNC3)O)N2